ClC[C@@H](CC(=O)OC)O methyl (R)-4-chloro-3-hydroxybutyrate